FC(C(=O)O)(F)F.FC1=C(C=CC(=C1C)F)C=1C=C2C(=NC1)C=NN2CC=2C=NC=C(C2)F 6-(2,4-Difluoro-3-methyl-phenyl)-1-[(5-fluoro-3-pyridyl)methyl]pyrazolo[4,3-b]pyridine trifluoroacetate salt